O1C(=CC=C1)C=1C(C(=C2COCCN2C1)C(=O)N)=O 7-(furan-2-yl)-8-oxo-3,4-dihydro-1H-pyrido[2,1-c][1,4]Oxazine-9-carboxamide